methyl (Z)-[4-[3-(4-bromophenyl)-3-iodoallyloxy]-2-methylphenoxy]acetate BrC1=CC=C(C=C1)/C(=C/COC1=CC(=C(OCC(=O)OC)C=C1)C)/I